FC1(CCN(CC1)C1=NC=C(C(=C1)N)[N+](=O)[O-])F 2-(4,4-Difluoropiperidin-1-yl)-5-nitropyridin-4-amine